C(C)(C)(C)OC(=O)N(NC(=O)OC(C)(C)C)C(C(=O)[O-])CC(C)(F)F ((tert-butoxycarbonyl) [(tertbutoxycarbonyl) amino] amino)-4,4-difluoropentanoate